C1(CC1)C=1C=C(C=C(C1OC)OC)[C@@]12CCN([C@H]2CC(C=C1)=O)C (3aR,7aS)-3a-(3-cyclopropyl-4,5-dimethoxy-phenyl)-1-methyl-2,3,7,7a-tetrahydroindol-6-one